(2-chloro-8-(pyridin-4-yl)-9H-purin-6-yl)morpholine methyl-1-(difluoromethylene)tetrahydro-1H-pyrrolizin-7a(5H)-carboxylate COC(=O)C12CCCN2CCC1=C(F)F.ClC1=NC(=C2N=C(NC2=N1)C1=CC=NC=C1)N1CCOCC1